CN1N=NC(=C1)C=1C=C(N)C=CC1 3-(1-methyl-1H-1,2,3-triazol-4-yl)aniline